N=C(CCCSCCC(=O)OCCCCCCCCC)NC1=CC=C(C=C1)CCCCCCCC nonyl 3-((4-imino-4-((4-octylphenyl)amino)butyl)thio)propanoate